1-isobutyl-1H-imidazo[4,5-c]-quinolin-4-amine C(C(C)C)N1C=NC=2C(=NC=3C=CC=CC3C21)N